4-Cyclopropyl-indoline-6-carbonitrile C1(CC1)C1=C2CCNC2=CC(=C1)C#N